3-acetyl-7-{[4-(2-methoxyphenoxy)pyrimidin-2-yl]amino}-4-morpholino-2H-benzopyran-2-one C(C)(=O)C=1C(OC2=C(C1N1CCOCC1)C=CC(=C2)NC2=NC=CC(=N2)OC2=C(C=CC=C2)OC)=O